N-((7-(4-(trifluoromethoxy)phenyl)thiazolo[5,4-d]pyrimidin-5-yl)methyl)ethanamine FC(OC1=CC=C(C=C1)C=1C2=C(N=C(N1)CNCC)SC=N2)(F)F